FCCN1CCN(CC1)C1=CC=C(C=C1)NC1=NC(=NC=2C=NNC(C21)=O)N2CCC(CC2)CC#N 2-(1-(4-((4-(4-(2-fluoroethyl)piperazin-1-yl)phenyl)amino)-5-oxo-5,6-dihydropyrimido[4,5-d]pyridazin-2-yl)piperidin-4-yl)acetonitrile